N=1C=NN2C1C=CC(=C2)CC2CC1(CN(C1)C(=O)N1CC3(C1)NC(CC3)=O)C2 2-[6-([1,2,4]triazolo[1,5-a]pyridin-6-ylmethyl)-2-azaspiro[3.3]heptane-2-carbonyl]-2,5-diazaspiro[3.4]octan-6-one